ClC=1C=CC(=C(C1)C1=CC(N(C=C1OC)C(C(=O)O)CCOC(F)(F)F)=O)C1=CN=CO1 2-{4-[5-chloro-2-(1,3-oxazol-5-yl)phenyl]-5-methoxy-2-oxopyridin-1(2H)-yl}-4-(trifluoromethoxy)butanoic acid